arsenic lead [Pb].[As]